C(C)(C)(C)OC(=O)N1CC2(CCN(CC2)C)C2=CC=C(C=C12)Br 6-bromo-1'-methyl-spiro[indoline-3,4'-piperidine]-1-carboxylic acid tert-butyl ester